P(=O)(OC(CCCCCCC)(C)C)(OC(CCCCCCC)(C)C)OC(CCCCCCC)(C)C tri-(dimethyl octyl) phosphate